[Zn].CC(CCOC1=CC=C(C=C1)S(=O)(=O)N)C 4-(3-methylbutoxy)benzenesulfonamide zinc